{4-[(2S)-2-[(2S)-2-{[(tert-butoxy)carbonyl]amino}-3-methylbutanamido]propanamido]phenyl}methyl N-[(1R,1S)-1-{[(tert-butyldimethylsilyl)oxy]methyl}cyclopropyl]-N-methylcarbamate [Si](C)(C)(C(C)(C)C)OCC1(CC1)N(C(OCC1=CC=C(C=C1)NC([C@H](C)NC([C@H](C(C)C)NC(=O)OC(C)(C)C)=O)=O)=O)C